ClC1=C(NC2=NSC=3C2=NC=C(C3)C)C=CC=C1C1=CC3=C(OCCO3)C=C1 3-(2-chloro-3-(1,4-benzodioxan-6-yl)anilino)-6-methylisothiazolo[4,5-b]pyridine